5-((5-(3-((4-(tert-butyl)-1-methyl-1H-pyrazol-5-yl)oxy)cyclopentyl)-1H-pyrazol-3-yl)amino)-4-fluoro-2,3-dihydrobenzo[d]isothiazole 1,1-dioxide C(C)(C)(C)C=1C=NN(C1OC1CC(CC1)C1=CC(=NN1)NC=1C=CC2=C(CNS2(=O)=O)C1F)C